(4-(5-(2-methyl-[1,1'-biphenyl]-3-yl)-1,3,4-oxadiazol-2-yl)benzyl)aminoethanol hydrochloride Cl.CC1=C(C=CC=C1C1=NN=C(O1)C1=CC=C(CNC(C)O)C=C1)C1=CC=CC=C1